(S)-N1-(1-(2-Adamantylmethyl)-2-oxo-1,2-dihydropyridin-3-yl)-N6-methyl-2-(3-methylbenzofuran-2-carboxamido)-5-oxohexandiamid C12C(C3CC(CC(C1)C3)C2)CN2C(C(=CC=C2)NC([C@H](CCC(C(=O)NC)=O)NC(=O)C=2OC3=C(C2C)C=CC=C3)=O)=O